2-butoxy-7-((2-ethyl-1,2,3,4-tetrahydro-isoquinolin-6-yl)methyl)-5H-pyrrolo[3,2-d]pyrimidin-4-amine C(CCC)OC=1N=C(C2=C(N1)C(=CN2)CC=2C=C1CCN(CC1=CC2)CC)N